COC=1C=C(C=C(C1OC)[Se]C#N)CC(C)=O 1-(3,4-Dimethoxy-5-selenocyanophenyl)propanone